CC1=CC=C(C=C1)[C@@H](C)O |r| racemic-1-(4-methylphenyl)ethanol